[3-(triethoxysilyl)propyl]amine C(C)O[Si](CCCN)(OCC)OCC